NC=1C=2N(C(=C(N1)C1=CC=C(C=C1)F)C=1C=CC=3N(C1)C(=CN3)C)C=C(N2)C(=O)NC23CC(C2)(C3)CN(C(C)=O)C 8-amino-6-(4-fluorophenyl)-N-{3-[(N-methylacetamido)methyl]bicyclo[1.1.1]pentan-1-yl}-5-{3-methyl-imidazo[1,2-a]pyridin-6-yl}imidazo[1,2-a]pyrazine-2-carboxamide